azelaic acid triethylamine salt C(C)N(CC)CC.C(CCCCCCCC(=O)O)(=O)O